F[Si](OOC(F)(F)F)(C(C(F)(F)F)(F)F)C(C(C(C(C(C(F)(F)F)(F)F)(F)F)(F)F)(F)F)(F)F perfluorohexyl-ethyl-methyl-dioxysilane